Cl.FC([C@H]1[C@@H](COC1)N)F trans-4-(difluoromethyl)tetrahydrofuran-3-amine hydrochloride